C1(CCC1)OC1=CC=C(C=N1)NC1=NC=C(C(=N1)NC=1C=C(C=CC1)NC(C=C)=O)F N-(3-(2-(6-cyclobutoxypyridin-3-ylamino)-5-fluoropyrimidin-4-ylamino)phenyl)acrylamide